4-(benzo[d][1,3]dioxol-5-ylmethyl)-6-(9,9-dimethyl-9H-fluoren-2-yl)pyrimidine-2,4-diamine O1COC2=C1C=CC(=C2)CC2(NC(=NC(=C2)C2=CC=1C(C3=CC=CC=C3C1C=C2)(C)C)N)N